2-(methylsulfinyl)-1,1'-biphenyl CS(=O)C1=C(C=CC=C1)C1=CC=CC=C1